N-methyl-N,N-di(hexadecyl)ammonium tetrakis(perfluoronaphthalen-2-yl)borate FC1=C(C(=C(C2=C(C(=C(C(=C12)F)F)F)F)F)F)[B-](C1=C(C2=C(C(=C(C(=C2C(=C1F)F)F)F)F)F)F)(C1=C(C2=C(C(=C(C(=C2C(=C1F)F)F)F)F)F)F)C1=C(C2=C(C(=C(C(=C2C(=C1F)F)F)F)F)F)F.C[NH+](CCCCCCCCCCCCCCCC)CCCCCCCCCCCCCCCC